COC1=CC=C(CN(C2=C(N=C(N=N2)SC)C(C(C(CC)=O)Br)=O)CC2=CC=C(C=C2)OC)C=C1 1-(6-(bis(4-methoxybenzyl)amino)-3-(methylthio)-1,2,4-triazin-5-yl)-2-bromopentane-1,3-dione